[Br-].C[N+](CCC)(C)C trimethylpropylammonium bromide